di(tetradecyl)tolylammonium [tetrakis(perfluorophenyl)borate] FC1=C(C(=C(C(=C1F)F)F)F)[B-](C1=C(C(=C(C(=C1F)F)F)F)F)(C1=C(C(=C(C(=C1F)F)F)F)F)C1=C(C(=C(C(=C1F)F)F)F)F.C(CCCCCCCCCCCCC)[NH+](C1=C(C=CC=C1)C)CCCCCCCCCCCCCC